4-bromo-2-(1-tosyl-1H-pyrrolo[2,3-b]pyridin-3-yl)oxazole BrC=1N=C(OC1)C1=CN(C2=NC=CC=C21)S(=O)(=O)C2=CC=C(C)C=C2